CCOC1=C(C=CC(=C1)C=O)OC(=O)C(C)C The molecule is a member of the class of benzaldehydes that is benzaldehyde substituted by an ethoxy group at position 3 and by a (2-methylpropanoyl)oxy group at position 4. It has a role as a flavouring agent. It is an aromatic ether, a member of benzaldehydes and a carboxylic ester.